NC(C)S(=O)O AMINOETHANESULFINIC ACID